BrC=1C=C(C=CC1)N(C1=CC=C(C=C1)C1=CC=CC=C1)C1C=CC(=CC1)C=1C=C2C3=C(N(C2=CC1)C1=CC=CC=C1)N=CC=C3 N-(3-bromophenyl)-N-(4-(9-phenyl-9H-pyrido[2,3-b]indol-6-yl)cyclohex-2,4-dien-1-yl)-[1,1'-biphenyl]-4-amine